C(C)(C)C1=C(C=CC=C1)C1=NC=C2C(=N1)N(N=C2)CC2=CC=C(C=C2)C=2N(C=C(N2)C(F)(F)F)C2CN(C2)C 6-(2-isopropylphenyl)-1-(4-(1-(1-methylazetidin-3-yl)-4-(trifluoromethyl)-1H-imidazol-2-yl)benzyl)-1H-pyrazolo[3,4-d]pyrimidine